3,5-difluoro-4-[2-(prop-2-yl)-6-[3-(pentafluorosulfanyl)phenyl]imidazo[1,2-a]pyrazin-3-yl]phenol FC=1C=C(C=C(C1C1=C(N=C2N1C=C(N=C2)C2=CC(=CC=C2)S(F)(F)(F)(F)F)C(C)C)F)O